1,4-diisocyanato-toluene N(=C=O)C1(C)CC=C(C=C1)N=C=O